CN1CCN(CCC1C)C(=O)OC(C)(C)C tert-butyl 4,5-dimethyl-1,4-diazepane-1-carboxylate